FC(C1=CC=C(C=C1)C1=NN(C2=CC=CC=C12)C1CN(C1)C(C=C)=O)(F)F 1-(3-(3-(4-(trifluoromethyl)phenyl)-1H-indazol-1-yl)azetidin-1-yl)propan-2-en-1-one